aminoprolyl-ascorbate NN1[C@@H](CCC1)C(=O)OC1=C(C(=O)O[C@@H]1[C@@H](O)CO)O